[Cu].CC1=CC=NC2=C3N=CC=C(C3=CC=C12)C 4,7-dimethyl-1,10-phenanthroline copper